4-propoxybenzylsuccinic acid dipropyl ester C(CC)OC(C(CC(=O)OCCC)CC1=CC=C(C=C1)OCCC)=O